(R)-N-((R)-1-(4-bromopyridin-2-yl)ethyl)-2-methylpropane-2-sulfinamide BrC1=CC(=NC=C1)[C@@H](C)N[S@](=O)C(C)(C)C